O=C1N(CC2=CC(=CC=C12)N1CCNCC1)C1CNCCC1 3-(1-oxo-5-piperazin-1-yl-isoindolin-2-yl)piperidine